C(C)(C)(C)OC(=O)N1C2CN(CC1CC2)C=2C1=CN(N=C1C(=CC2)C(=O)O)C 4-(8-tert-butoxycarbonyl-3,8-diazabicyclo[3.2.1]octan-3-yl)-2-methyl-indazole-7-carboxylic acid